3-Methyl-5-Phenyl-Pentanal CC(CC=O)CCC1=CC=CC=C1